IC1=CC(=C(N=N1)OC1=CC(=CC=C1)C(F)(F)F)C(=O)OC(C)C isopropyl 6-iodo-3-[3-(trifluoromethyl)phenoxy]pyridazine-4-carboxylate